NC=1C2=C(CNN1)N(C=C2C2=CC=C(C=C2)OC2=C(C=CC=C2F)F)C2CN(CC2)C(C#CC)=O 4-amino-1-(1-(but-2-ynoyl)pyrrolidin-3-yl)-3-(4-(2,6-difluorophenoxy)phenyl)-1,6-dihydro-7H-pyrrolo[2,3-d]Pyridazine